4-Iodo-2-methoxyphenyl methyl carbonate C(OC1=C(C=C(C=C1)I)OC)(OC)=O